ClC=1C(=C(NC2=NC=C(C=C2Cl)C(F)(F)F)C(=CC1C(F)(F)F)[N+](=O)[O-])[N+](=O)[O-] 3-chloro-N-(3-chloro-5-trifluoromethyl-2-pyridinyl)-α,α,α-trifluoro-2,6-dinitro-p-toluidine